1-octyl-3-methylimidazole bistriflate OS(=O)(=O)C(F)(F)F.OS(=O)(=O)C(F)(F)F.C(CCCCCCC)N1CN(C=C1)C